C1(CC1)C1=NN(C=N1)C1CC2(CN(C2)C(=O)N2CC3(CN(C3)S(=O)(=O)CCC)C2)C1 [6-(3-cyclopropyl-1,2,4-triazol-1-yl)-2-azaspiro[3.3]heptan-2-yl]-(2-propylsulfonyl-2,6-diazaspiro[3.3]heptan-6-yl)methanone